methyl (S)-4-(7-((1H-pyrrolo[2,3-b]pyridin-6-yl)methyl)-2,7-diazaspiro[3.5]nonan-2-yl)-3-(3-bromo-5-(3,5-dimethyl-1H-pyrazol-1-yl)phenyl)butyrate N1C=CC=2C1=NC(=CC2)CN2CCC1(CN(C1)C[C@@H](CC(=O)OC)C1=CC(=CC(=C1)N1N=C(C=C1C)C)Br)CC2